CO[C@H]1CNCC[C@@H]1OC1=C2C(=NC=NC2=CC(=C1)C=1C=NN(C1)C)NC1=CC2=C(N=CS2)C=C1 N-(5-(((3S,4S)-3-methoxypiperidin-4-yl)oxy)-7-(1-methyl-1H-pyrazol-4-yl)quinazolin-4-yl)benzo[d]thiazol-6-amine